N,O-dimethyl-hydroxylamine CNOC